3'-(Trifluoromethyl)-5',6'-dihydro-8'H-spiro[piperidine-4,7'-[1,2,4]triazolo[4,3-a]pyridine]-1-carboxylic acid tert-butyl ester C(C)(C)(C)OC(=O)N1CCC2(CC=3N(CC2)C(=NN3)C(F)(F)F)CC1